(1R,3S,5S)-3-Benzyl 2-tert-Butyl 5-Formyl-2-azabicyclo[3.1.0]hexane-2,3-dicarboxylate C(=O)[C@]12C[C@H](N([C@@H]2C1)C(=O)OC(C)(C)C)C(=O)OCC1=CC=CC=C1